6-[6-amino-1-[(2-fluoro-4-nitro-phenyl)methyl]pyrazolo[3,4-d]pyrimidine-4-yl]pyridine-2-carbonitrile NC1=NC(=C2C(=N1)N(N=C2)CC2=C(C=C(C=C2)[N+](=O)[O-])F)C2=CC=CC(=N2)C#N